BrC=1C=CC2=C(NC(O2)CC2=CC=NC=C2)C1 4-(5-bromo-2,3-dihydrobenzo[d]oxazol-2-yl)methylpyridine